BrC1=C(C=O)C(=CC(=C1)O)O 2-bromo-4,6-dihydroxy-benzaldehyde